FC1=CC=C(OC=2C=CC(=NC2)NC(C(C)N2CCN(CC2)C(=O)C2=CNC(C(=C2)CC(F)(F)F)OC)=O)C=C1 N-(5-(4-fluorophenoxy)pyridin-2-yl)-2-(4-(6-methoxy-5-(2,2,2-trifluoroethyl)-1,6-dihydropyridine-3-carbonyl)piperazin-1-yl)propanamide